C(CCC)N1N=C(C(=C1C=1N=C(N(N1)C)N1N=C(C=2C1=CN=C(C2)C)C(=O)N)O)C 1-[5-(2-Butyl-4-hydroxy-5-methyl-pyrazol-3-yl)-2-methyl-1,2,4-triazol-3-yl]-5-methyl-pyrazolo[3,4-c]pyridine-3-carboxamide